OC1(CCN(CC1)C(C(CNC(=O)C1=CC2=C(S1)CCCCCC2)(C)C)=O)C N-[3-(4-hydroxy-4-methylpiperidin-1-yl)-2,2-dimethyl-3-oxopropyl]-4H,5H,6H,7H,8H,9H-cycloocta[b]thiophene-2-carboxamide